(R)-2-(1,3-dibenzyl-2-oxoindol-3-yl)acetic acid C(C1=CC=CC=C1)N1C([C@](C2=CC=CC=C12)(CC1=CC=CC=C1)CC(=O)O)=O